N-(1-((4-fluorophenyl)amino)-2,3-dihydro-1H-inden-5-yl)acryl-amide FC1=CC=C(C=C1)NC1CCC2=CC(=CC=C12)NC(C=C)=O